C(C)(C)(C)OC(=O)N1CC2N(CC1)C(N(C2)CC(C(=O)O)CC)=S 2-((7-(tert-Butoxycarbonyl)-3-thioxohexahydroimidazo[1,5-a]pyrazin-2(3H)-yl)methyl)butanoic acid